OCCN(S(=O)=O)C=CC1=CC=C(C=C1)OC N-(2-hydroxyethyl)-N-(4-methoxyphenyl)vinylsulfonamide